CNCCCN(C)C N1,N3,N3-trimethylpropane-1,3-diamine